CN(CC1=C(C=C(C=C1)C(=O)NO)F)CC23CC4CC(C2)CC(C4)C3 4-(((((3r,5r,7r)-adamantan-1-yl)methyl)(methyl)amino)methyl)-3-fluoro-N-hydroxybenzamide